phenyl-2-[dimethoxy-(4-methoxyphenyl)methyl]dibenzothiophenium C1(=CC=CC=C1)C1=C(C=CC=2[SH+]C3=C(C21)C=CC=C3)C(C3=CC=C(C=C3)OC)(OC)OC